tungsten-vanadium-tin-antimony oxide [Sb]=O.[Sn].[V].[W]